N-((3S,5S)-1-((3S,4R)-1-(tert-butyl)-4-(2,4-difluorophenyl)pyrrolidin-3-carbonyl)-5-(morpholine-4-carbonyl)pyrrolidin-3-yl)-N-((1s,4R)-4-methylcyclohexyl)isobutyramide hydrochloride Cl.C(C)(C)(C)N1C[C@H]([C@@H](C1)C1=C(C=C(C=C1)F)F)C(=O)N1C[C@H](C[C@H]1C(=O)N1CCOCC1)N(C(C(C)C)=O)C1CCC(CC1)C